C(#N)C1=C(C=C(C=N1)N1C(N(C(C1=O)(C)C)[C@@H]1CC[C@H](CC1)OCCC1C(CN(CC1)C(=O)OC(C)(C)C)(F)F)=S)C(F)(F)F tert-Butyl 4-(2-(((trans)-4-(3-(6-cyano-5-(trifluoromethyl)pyridin-3-yl)-5,5-dimethyl-4-oxo-2-thioxoimidazolidin-1-yl)cyclohexyl)oxy)ethyl)-3,3-difluoropiperidine-1-carboxylate